COC(\C=C\C1=NC(=CC=C1)NC(=O)OC(C)(C)C)=O (E)-3-(6-((tert-Butoxycarbonyl)amino)pyridin-2-yl)acrylic acid methyl ester